2-cyclohexyl-N-(1-(4-fluorobenzyl)-1H-indol-5-yl)ethane-1-sulfonamide C1(CCCCC1)CCS(=O)(=O)NC=1C=C2C=CN(C2=CC1)CC1=CC=C(C=C1)F